methyl 1-(4-bromo-2-fluorobenzyl)-2-methyl-1H-imidazole-4-carboxylate BrC1=CC(=C(CN2C(=NC(=C2)C(=O)OC)C)C=C1)F